FC1=C(C=CC(=C1)F)[C@]([C@@H](C)C1=CC(=NO1)C1=CC=C(C=C1)O)(CN1N=NN=C1)O 4-(5-((2R,3R)-3-(2,4-difluorophenyl)-3-hydroxy-4-(1H-tetrazol-1-yl)butan-2-yl)isoxazol-3-yl)phenol